COC1=CC=C(CS(=O)(=O)C=2C=C(C=C(C2)N2CCOCC2)C=2C=NC(=NC2)N)C=C1 5-(3-((4-methoxybenzyl)sulfonyl)-5-morpholinophenyl)pyrimidin-2-amine